FC1=CC=C(COC=2C=CC3=C(C(=C(O3)C)C(=O)N[C@@H]3CNCC3)C2)C=C1 (S)-5-((4-fluorobenzyl)oxy)-2-methyl-N-(pyrrolidin-3-yl)benzofuran-3-carboxamide